O=C1NC(CCC1N1C(N(C2=C1C=CC=C2NC2CC1(C2)CCN(CC1)C(=O)OC(C)(C)C)C)=O)=O tert-butyl 2-[[1-(2,6-dioxo-3-piperidyl)-3-methyl-2-oxo-benzimidazol-4-yl]amino]-7-azaspiro[3.5]nonane-7-carboxylate